sodium (1,1-diethoxyethyl)phosphonite C(C)OC(C)(OCC)P([O-])[O-].[Na+].[Na+]